5-(3-((Tert-Butyldimethylsilyl)oxy)propoxy)nicotinonitrile [Si](C)(C)(C(C)(C)C)OCCCOC=1C=NC=C(C#N)C1